1-((4-(3,7-dimethyldibenzo[b,f][1,4]oxazepin-11-yl)piperazin-1-yl)methyl)cyclopropane CC1=CC2=C(C(=NC3=C(O2)C=C(C=C3)C)N3CCN(CC3)CC3CC3)C=C1